5-(methylcarbamoyl)-6-oxo-1-((1-tosyl-1H-indol-4-yl)methyl)-1,6-dihydropyridine-3-carboxylic acid butyl ester C(CCC)OC(=O)C1=CN(C(C(=C1)C(NC)=O)=O)CC1=C2C=CN(C2=CC=C1)S(=O)(=O)C1=CC=C(C)C=C1